2-Fluoro-4-(1-(2-fluoro-4-((S)-3-chloropyrrolidin-1-yl)phenyl)-3-((R)-3-(methylamino)piperidin-1-carbonyl)-1H-pyrazol-5-yl)benzonitril FC1=C(C#N)C=CC(=C1)C1=CC(=NN1C1=C(C=C(C=C1)N1C[C@H](CC1)Cl)F)C(=O)N1C[C@@H](CCC1)NC